NC1=NC=C(C=C1O[C@H](C)C=1C=C(C=CC1)NC(C1=CC(=C(C=C1)C)S(=O)(=O)C)=O)Cl (R)-N-(3-(1-((2-amino-5-chloropyridin-3-yl)oxy)ethyl)phenyl)-4-methyl-3-(methylsulfonyl)benzamide